tetradecyl-tributylphosphine bromide [Br-].C(CCCCCCCCCCCCC)C(CCC)P(CCCC)CCCC